C1(CCCC1)C1(C2=NCN([C@H]3[C@H](O)[C@H](O)[C@@H](CO)O3)C2=NC=N1)N.[N] Nitrogen 6-cyclopentyl-adenosine